(S)-N-(3-(2-((1,5-dimethyl-1H-pyrazol-3-yl)amino)-5-methylpyrimidin-4-yl)-1H-indol-7-yl)-2-(3-((2-(pyrrolidin-1-yl)pyrimidin-4-yl)oxy)pyrrolidin-1-yl)acetamide CN1N=C(C=C1C)NC1=NC=C(C(=N1)C1=CNC2=C(C=CC=C12)NC(CN1C[C@H](CC1)OC1=NC(=NC=C1)N1CCCC1)=O)C